FC1([C@H]2[C@H](N([C@@H](C1)CC2)C(=O)C2(C1=CC=CC=C1C=1C=CC=CC21)O)C(=O)N[C@H](C[C@@H]2C(NCC2)=O)\C=C(/S(=O)(=O)C)\F)F (1R,3S,4R)-5,5-difluoro-N-((R,Z)-4-fluoro-4-(methylsulfonyl)-1-((R)-2-oxopyrrolidin-3-yl)but-3-en-2-yl)-2-(9-hydroxy-9H-fluorene-9-carbonyl)-2-azabicyclo[2.2.2]octane-3-carboxamide